3-([1,1'-biphenyl]-4-yl)-1-(4,5-dihydro-1H-imidazol-2-yl)piperidin-3-ol C1(=CC=C(C=C1)C1(CN(CCC1)C=1NCCN1)O)C1=CC=CC=C1